3-[6-(2,5-diazaspiro[3.4]octan-2-yl)-3-pyridyl]-5-[(1R)-1-(3,5-dichloro-4-pyridyl)ethoxy]-1H-indazole C1N(CC12NCCC2)C2=CC=C(C=N2)C2=NNC1=CC=C(C=C21)O[C@H](C)C2=C(C=NC=C2Cl)Cl